C(C)C(C(C(=O)OCCCCCCCCCCCCCCCCCCCCCC)(CC)CC)(CCC)CC behenyl tetraethylhexanoate